N-((3,4-dimethoxyphenyl)sulfonyl)-2-(naphthalen-2-yloxy)acetamide COC=1C=C(C=CC1OC)S(=O)(=O)NC(COC1=CC2=CC=CC=C2C=C1)=O